2-chloro-N4-[(4-[3-methyl-4H,6H,7H-pyrano[4,3-c]pyrazol-2-yl]phenyl)methyl]pyrimidine-4,5-diamine ClC1=NC=C(C(=N1)NCC1=CC=C(C=C1)N1N=C2C(=C1C)COCC2)N